[5-[[1-[(E)-2-(aminomethyl)-3-fluoro-allyl]-5-oxo-1,2,4-triazol-4-yl]methyl]-2-thienyl]-5-methyl-4H-1,4-benzoxazin-3-one hydrochloride Cl.NC/C(/CN1N=CN(C1=O)CC1=CC=C(S1)C1OC2=C(NC1=O)C(=CC=C2)C)=C\F